7-chloro-3-(5-cyclopropyl-4-iodoisoxazol-3-yl)-1-isopropyl-1H-pyrazolo[4,3-c]Pyridin-4-amine ClC=1C2=C(C(=NC1)N)C(=NN2C(C)C)C2=NOC(=C2I)C2CC2